3-(2-bromobenzoyl)-2-(2-bromoacetamido)-4H,5H,6H-cyclopenta[b]thiophene-5-carboxylic acid methyl ester COC(=O)C1CC2=C(SC(=C2C(C2=C(C=CC=C2)Br)=O)NC(CBr)=O)C1